methyl 2-(4-cyclopropyl-6-methoxy-pyrimidin-5-yl)-6-[[4-[1-cyclopropyl-4-(trifluoromethyl)imidazol-2-yl]-3-fluoro-phenyl]methoxy]pyrimidine-4-carboxylate C1(CC1)C1=NC=NC(=C1C1=NC(=CC(=N1)C(=O)OC)OCC1=CC(=C(C=C1)C=1N(C=C(N1)C(F)(F)F)C1CC1)F)OC